C(C)(C)(C)OC(=O)NCC1=CC=C(C(=O)NC(C)C=2C=CC=C3C=C(NC23)C(=O)OCC)C=C1 Ethyl 7-(1-((4-(((tert-butoxycarbonyl)amino)methyl)benzoyl)amino)ethyl)-1H-indole-2-carboxylate